[N+](=O)([O-])C=1C=CC(=C(C=O)C1)O[Si](C(C)C)(C(C)C)C(C)C 5-nitro-2-{[tris(prop-2-yl)silyl]oxy}benzaldehyde